2-(4-(2-((5-(3,5-dimethyl-1H-pyrazol-4-yl)benzo[d]thiazol-2-yl)amino)-2-oxoethyl)-2-fluorophenoxy)nicotinamide CC1=NNC(=C1C=1C=CC2=C(N=C(S2)NC(CC2=CC(=C(OC3=C(C(=O)N)C=CC=N3)C=C2)F)=O)C1)C